C1=CC=CC=2OC3=CC=CC=C3C(C12)=O.[Au] Gold Xanthone